NC1=C(SC2=NC(=CC=C21)C)C(=O)N[C@@H]2CC=1C=CC(=NC1CC2)N2C1CS(CC2CC(C1)N)(=O)=O 3-amino-N-[(6S)-2-{7-amino-3,3-dioxo-3λ6-thia-9-azabicyclo[3.3.1]nonan-9-yl}-5,6,7,8-tetrahydroquinolin-6-yl]-6-methylthieno[2,3-b]pyridine-2-carboxamide